3-(1H-indol-3-yl)cyclohexan-1-amine N1C=C(C2=CC=CC=C12)C1CC(CCC1)N